2-bromo-3-methyl-N-(2-iodo-3-methylphenyl)benzamide BrC1=C(C(=O)NC2=C(C(=CC=C2)C)I)C=CC=C1C